COC1=CC=C(C=C1)C(C#N)(\C=C\C1=CC=CC=C1)O[Si](C)(C)C (E)-2-(4-methoxyphenyl)-4-phenyl-2-((trimethylsilyl)oxy)but-3-enenitrile